C(CC)N1CCN(CC1)C1N(CCCC1)C1CCN(CC1)C1=CC=NC2=CC=CC=C12 4-(4-propylpiperazin-1-yl-[1,4'-bipiperidin]-1'-yl)quinoline